(2S,4R)-4-hydroxypyrrolidine O[C@@H]1CCNC1